3-(3-hexylguanidino)-propanoic acid C(CCCCC)NC(NCCC(=O)O)=N